OB1N(N=CC2=C1C=CC=C2)C(=O)C2=C(C=CC=C2)SC (1-hydroxybenzo[d][1,2,3]diazaborinin-2(1H)-yl)(2-(methylthio)phenyl)methanone